I[Si]1(C[SiH2]C1)I 1,1-diiodo-1,3-disilacyclobutane